OC1(CN(CC1)C(=O)OC(C)(C)C)C1N2C(C3=CC=CC=C13)=CN=C2 tert-butyl 3-hydroxy-3-(5H-imidazo[5,1-a]isoindol-5-yl)pyrrolidine-1-carboxylate